CS(=O)(=O)[O-].C(CCC)[NH+]1CC(CCC1)CCC 1-Butyl-3-propylpiperidinium methansulfonat